N-[3-(difluoromethoxy)-4-({(3S)-3-[(2S)-1,2-dihydroxypropan-2-yl]piperidin-1-yl}methyl)phenyl]-2-(4-methylphenyl)acetamide FC(OC=1C=C(C=CC1CN1C[C@H](CCC1)[C@](CO)(C)O)NC(CC1=CC=C(C=C1)C)=O)F